4-([1,1'-biphenyl]-3-ylmethyl)-2-(((S)-1-(((6-amino-2-methylpyridin-3-yl)methyl)amino)-1-oxopropan-2-yl)carbamoyl)pyrrolidine-1-carboxylic acid tert-butyl ester C(C)(C)(C)OC(=O)N1C(CC(C1)CC=1C=C(C=CC1)C1=CC=CC=C1)C(N[C@H](C(=O)NCC=1C(=NC(=CC1)N)C)C)=O